bipyridyl ruthenium phenylboronate C1(=CC=CC=C1)B([O-])[O-].[Ru+3].N1=C(C=CC=C1)C1=NC=CC=C1.C1(=CC=CC=C1)B([O-])[O-].C1(=CC=CC=C1)B([O-])[O-].[Ru+3]